hexahydropyrrolizine-7a-carboxylic acid methyl ester COC(=O)C12CCCN2CCC1